4-(2,2-dimethyl-propyl-1,1-d2)-5-(methyl-d3)-2-(6-(methyldiphenylsilyl)dibenzo[b,d]furan-4-yl)pyridine CC(C([2H])([2H])C1=CC(=NC=C1C([2H])([2H])[2H])C1=CC=CC2=C1OC1=C2C=CC=C1[Si](C1=CC=CC=C1)(C1=CC=CC=C1)C)(C)C